2-bromo-9-phenyl-9H-fluorene BrC1=CC=2C(C3=CC=CC=C3C2C=C1)C1=CC=CC=C1